(R)-(3-(3-Bromo-1,2,4-thiadiazol-5-yl)-8-methyl-5,6-dihydro-[1,2,4]triazolo[4,3-a]pyrazin-7(8H)-yl)(4-fluorophenyl)methanone BrC1=NSC(=N1)C1=NN=C2N1CCN([C@@H]2C)C(=O)C2=CC=C(C=C2)F